2-phenoxytoluene O(C1=CC=CC=C1)C1=C(C)C=CC=C1